C(#N)C1=CC=C(C=C1)C(CN[C@H](C(=O)NC1=NC=C(C=C1)C=1C=NN(C1C)C)C1=CC=CC=C1)C (S)-2-((2-(4-cyanophenyl)propyl)amino)-N-(5-(1,5-dimethyl-1H-pyrazol-4-yl)pyridin-2-yl)-2-phenylacetamide